3,4,5,6-tetrahydroxytetrahydro-2H-pyran-2-carboxamide OC1C(OC(C(C1O)O)O)C(=O)N